ClC1=C(C=C(C(=N1)F)N)F 6-chloro-2,5-difluoro-pyridin-3-ylamine